ClC=1C=C(C=CC1)C1(CC1)C(=O)NC=1C=CC(=C(C(=O)O)C1)C=1C=NN(C1)C1CCC1 5-({[1-(3-Chlorophenyl)cyclopropyl]carbonyl}amino)-2-(1-cyclobutyl-1H-pyrazol-4-yl)benzoic acid